NC1=C(C2=C(N(C(=N2)C)CCOC)C=C1)N1C[C@H](CC1)NC(OC(C)(C)C)=O tert-butyl (S)-(1-(5-amino-1-(2-methoxyethyl)-2-methyl-1H-benzo[d]imidazol-4-yl)pyrrolidin-3-yl)carbamate